C(C)(C)(C)OC(=O)N1CCC(CC1)C(=O)N1[C@@H](CN(CC1)C(=O)OCC1=CC=CC=C1)C benzyl (R)-4-(1-(tert-butoxycarbonyl)piperidine-4-carbonyl)-3-methyl-piperazine-1-carboxylate